ClC=1C=CC2=C([C@@H](C[C@@H](O2)C(=O)NC23CC(C2)(C3)NC(=O)C3=CN=C(O3)C3CCC3)O)C1 N-(3-{[(2R,4R)-6-chloro-4-hydroxy-3,4-dihydro-2H-1-benzopyran-2-carbonyl]amino}bicyclo[1.1.1]pentan-1-yl)-2-cyclobutyl-1,3-oxazole-5-carboxamide